(S)-2-(1-(6-(1-amino-1,3-dihydro-spiro[indene-2,4'-piperidin]-1'-yl)-4-oxo-4,5-dihydro-1H-pyrazolo[3,4-d]pyrimidin-3-yl)vinyl)benzenesulfonamide N[C@@H]1C2=CC=CC=C2CC12CCN(CC2)C=2NC(C1=C(N2)NN=C1C(=C)C1=C(C=CC=C1)S(=O)(=O)N)=O